FC(OC1=CC=C(C=C1)C(C)N1C(C=2N(CC1C(NC)=O)N=C1C2CN([C@@H](C1)C)C(=O)OC(C)(C)C)=O)F (3R)-tert-butyl 9-(1-(4-(difluoromethoxy) phenyl) ethyl)-3-methyl-8-(methylcarbamoyl)-10-oxo-3,4,7,8,9,10-hexahydropyrido[4',3':3,4]pyrazolo[1,5-a]pyrazine-2(1H)-carboxylate